OB1OCC2=C1C=CC(=C2)NC2=NC=C(C(=N2)N[C@@H]2COCC[C@H]2C#N)C (trans)-3-[[2-[(1-hydroxy-3H-2,1-benzoxaborol-5-yl)amino]-5-methyl-pyrimidin-4-yl]amino]tetrahydropyran-4-carbonitrile